C1(=CC=CC=C1)CCC(=O)OC methyl 3-phenylpropanoate